2-((S)-4-(7-(8-chloronaphthalen-1-yl)-2-(((S)-1-methylpyrrolidin-2-yl)methoxy)-5,6,7,8-tetrahydropyrido[3,4-d]pyrimidin-4-yl)-1-(2-fluoroacryloyl)piperazin-2-yl)acetoNitrile ClC=1C=CC=C2C=CC=C(C12)N1CC=2N=C(N=C(C2CC1)N1C[C@@H](N(CC1)C(C(=C)F)=O)CC#N)OC[C@H]1N(CCC1)C